Cl.Cl.C(C1=CC=CC=C1)C1CC(NC1)C(=O)N[C@H](C(=O)NCC=1C=C2C(=NC1)N(C=C2Cl)C)C 4-benzyl-N-((S)-1-(((3-chloro-1-methyl-1H-pyrrolo[2,3-b]pyridin-5-yl)methyl)amino)-1-oxopropan-2-yl)pyrrolidine-2-carboxamide dihydrochloride